6-(1-Methylbenzimidazol-4-yl)-3-(4-morpholinoanilino)-5-(2,2,2-trifluoroethylamino)pyrazin-2-carboxamid CN1C=NC2=C1C=CC=C2C2=C(N=C(C(=N2)C(=O)N)NC2=CC=C(C=C2)N2CCOCC2)NCC(F)(F)F